1-(3-(((tert-butyldimethylsilyl)oxy)methyl)quinoxalin-6-yl)ethan-1-one [Si](C)(C)(C(C)(C)C)OCC=1C=NC2=CC=C(C=C2N1)C(C)=O